5-(piperazine-1-ylsulfonyl)indoline N1(CCNCC1)S(=O)(=O)C=1C=C2CCNC2=CC1